8-[(6-bromohexyl)oxy]-1,1,1,2,2,3,3,4,4,5,5,6,6-tridecafluoro-octane BrCCCCCCOCCC(C(C(C(C(C(F)(F)F)(F)F)(F)F)(F)F)(F)F)(F)F